ClC=1C(=NC=C(C1C)C(C)O)N1C([C@@H]2C[C@@H]2C1)=O (1R,5S)-3-(3-chloro-5-(1-hydroxyethyl)-4-methylpyridin-2-yl)-3-azabicyclo[3.1.0]Hexane-2-one